BrC1=CC=C(C(=N1)OC)CC 6-bromo-3-ethyl-2-methoxypyridine